rel-(S)-azepane-4-carbonitrile N1CC[C@H](CCC1)C#N |o1:3|